OCC(C)NC(N)=O 3-(2-hydroxy-1-methyl-ethyl)urea